1-ethoxycarbonyl-3-ethoxythioxanthone C(C)OC(=O)C1=CC(=CC=2SC3=CC=CC=C3C(C12)=O)OCC